C1(CC1)CCN(C1=C2CN(C(C2=CC=C1)=O)C1C(NC(CC1)=O)=O)C1CCC(CC1)=O 3-(4-((2-cyclopropylethyl)(4-oxocyclohexyl)amino)-1-oxoisoindolin-2-yl)piperidine-2,6-dione